NC=1C=CC2=C(N=C(N2)C2=CC=C(C=C2)N)C1 6-amino-2-(p-aminophenyl)benzimidazole